FN1C=CC=2C(=NC=3C=CC=CC3C21)C=2C=NC(=CC2)C(C)(C)O fluoro-4-(6-(2-hydroxypropan-2-yl)pyridin-3-yl)-1H-pyrrolo[3,2-c]quinolin